C1(=CC=CC=C1)OC trans-anisol